3-((4-(4-(3-(4-(((7-(cyclopropylmethoxy)-5-fluoro-4-oxo-3,4-dihydroquinazolin-2-yl)methyl)thio)piperidin-1-yl)azetidin-1-yl)piperidin-1-yl)-3-fluorophenyl)amino)piperidine-2,6-dione C1(CC1)COC1=CC(=C2C(NC(=NC2=C1)CSC1CCN(CC1)C1CN(C1)C1CCN(CC1)C1=C(C=C(C=C1)NC1C(NC(CC1)=O)=O)F)=O)F